tin ethylhexylphosphinate C(C)P([O-])(=O)CCCCCC.[Sn+4].C(C)P([O-])(=O)CCCCCC.C(C)P([O-])(=O)CCCCCC.C(C)P([O-])(=O)CCCCCC